N,N-dimethyl-4-vinylbenzylamine CN(C)CC1=CC=C(C=C1)C=C